(S)-2-(2,4-difluorophenyl)-4-oxopiperidine-1-carboxylic acid tert-butyl ester C(C)(C)(C)OC(=O)N1[C@@H](CC(CC1)=O)C1=C(C=C(C=C1)F)F